(1R,3S,4R)-1-amino-3-fluoro-4-[18F]fluorocyclopentane-1-carboxylic acid N[C@@]1(C[C@@H]([C@@H](C1)[18F])F)C(=O)O